N-(7-chloro-1-(3-(trifluoromethyl)benzyl)-1H-indol-5-yl)acrylamide ClC=1C=C(C=C2C=CN(C12)CC1=CC(=CC=C1)C(F)(F)F)NC(C=C)=O